ClC=1C=C(C=CC1F)C(OCC=1SC(=CN1)C)C=1NC(=C(N1)S(=O)(=O)C)C 2-(((3-chloro-4-fluorophenyl)(5-methyl-4-(methylsulfonyl)-1H-imidazol-2-yl)methoxy)methyl)-5-methylthiazole